C1(CC1)C1=NN(C=C1C1=NC(=C(C=C1)F)C)[C@@H]1C[C@H](C1)CNC1=CC=C2CN(C(C2=C1)=O)C1C(NC(CC1)=O)=O 3-(6-(((trans-3-(3-cyclopropyl-4-(5-fluoro-6-methylpyridin-2-yl)-1H-pyrazol-1-yl)cyclobutyl)methyl)amino)-1-oxoisoindolin-2-yl)piperidine-2,6-dione